Cl.Cl.C1(=CC=CC=C1)O Phenol dihydrochloride